FC(CC#C)(F)F 4,4,4-trifluoro-1-butyne